C(OC(C)(C)C)(O[Si](C(C)C)(C)C)=O tertbutyl dimethylisopropylsilyl carbonate